OC1=C(C(=CC=C1)OC)S(=O)(=O)NC1=NOC2=C1C(=CC=C2)OC 2-hydroxy-6-methoxy-N-(4-methoxybenzo[d]isoxazol-3-yl)benzenesulfonamide